(cis)-2,6-dimethyl-4-((2-(trifluoromethyl)phenyl)sulfonyl)morpholine C[C@@H]1CN(C[C@@H](O1)C)S(=O)(=O)C1=C(C=CC=C1)C(F)(F)F